ClC=1N=C(NC1[C@H]1[C@H](CN(CC1)S(=O)(=O)CCC(=O)NC1CCOCC1)C)C1=NC=C(C=C1)F 3-[[(3R,4R)-4-[4-Chloro-2-(5-fluoro-2-pyridyl)-1H-imidazol-5-yl]-3-methyl-1-piperidyl]sulfonyl]-N-tetrahydropyran-4-yl-propanamide